4-(3-((3-methoxybenzyl)(4-morpholinobenzyl)amino)benzyl)piperazin-2-one COC=1C=C(CN(C=2C=C(CN3CC(NCC3)=O)C=CC2)CC2=CC=C(C=C2)N2CCOCC2)C=CC1